C(C)N[C@@H](CC(N)=O)C(=O)O N-Ethylasparagine